5-[[(3S,4S)-1-[7-(ethylamino)-5-fluoro-3-methyl-2-oxo-indolin-3-yl]-4-hydroxy-3-piperidyl]amino]pyridine-2-carbonitrile C(C)NC=1C=C(C=C2C(C(NC12)=O)(C)N1C[C@@H]([C@H](CC1)O)NC=1C=CC(=NC1)C#N)F